OC1=C(C=C(CC2C(NC(NC2=O)=O)=O)C=C1)OC 5-(4-hydroxy-3-methoxybenzyl)pyrimidine-2,4,6(1H,3H,5H)-trione